C1(CC1)C1=C2CCN(C(C2=CC(=C1)CN1C(=NC=C1)NC)=O)CC=1C=NC(=C(C1)OC)F 5-cyclopropyl-2-((6-fluoro-5-methoxypyridin-3-yl)methyl)-7-((2-(methylamino)-1H-imidazol-1-yl)methyl)-3,4-dihydroisoquinolin-1(2H)-one